CC1(C(C2=CC=C(C=C2C1)C1=CC(=CC=C1)C(F)(F)F)NC(O[C@@H]1CN2CCC1CC2)=O)C (S)-quinuclidin-3-yl (2,2-dimethyl-5-(3-(trifluoromethyl)phenyl)-2,3-dihydro-1H-inden-1-yl)carbamat